BrC1=NC=2C=C(C=CC2C2=C1C=NN2C)CN(C(=O)C=2C=NC=C(C2)C(F)(F)F)C2=C(C=C(C=C2)F)S(=O)(=O)C N-({4-bromo-1-methyl-1H-pyrazolo[4,3-c]quinolin-7-yl}methyl)-N-(4-fluoro-2-methanesulfonylphenyl)-5-(trifluoromethyl)pyridine-3-carboxamide